ClC=1C=CC(=NC1C(=O)N1CCN(CC1)CC1=CC=C(C=C1)Cl)C=1N=C(SC1)NC(OC(C)(C)C)=O tert-butyl (4-(5-chloro-6-(4-(4-chlorobenzyl)piperazine-1-carbonyl)pyridin-2-yl)thiazol-2-yl)carbamate